dimethoxyzirconium dibromide [Br-].[Br-].CO[Zr+2]OC